2-(6-(4-(1-(4-chloro-3-fluorophenyl)-3,3-dimethyl-2,3-dihydro-1H-pyrido[2,3-b][1,4]oxazin-6-carbonyl)-3,3-dimethylpiperazin-1-yl)pyridin-3-yl)acetic acid ClC1=C(C=C(C=C1)N1C2=C(OC(C1)(C)C)N=C(C=C2)C(=O)N2C(CN(CC2)C2=CC=C(C=N2)CC(=O)O)(C)C)F